C(#N)C(C(=O)N1CCC(CC1)N1N=CC(=C1C)C=1C=C(C=2N(C1)N=CC2C#N)OC)=CC=2C=NSC2 6-[1-[1-[2-Cyano-3-isothiazol-4-yl-prop-2-enoyl]-4-piperidyl]-5-methyl-pyrazol-4-yl]-4-methoxy-pyrazolo[1,5-a]pyridine-3-carbonitrile